C(C1CC(C(CC1)N)C(C)(CCC)C)C1CC(C(CC1)N)C(C)(CCC)C 4,4'-methylenebis(2-(2-methylpent-2-yl)cyclohexylamine)